C(CCCCCC)C1O[C@@H](C[C@H](O1)C)C (4R,6R)-2-heptyl-4,6-dimethyl-1,3-dioxane